FC1=C(C=CC=C1C[C@@H]1N(CC([C@@H]1NS(=O)(=O)CC)(F)F)C(=O)C1OCC1)C1=CC(=CC(=C1)C)F N-[(2S,3R)-2-[(2,3'-difluoro-5'-methyl[1,1'-biphenyl]-3-yl)methyl]-4,4-difluoro-1-(oxetane-2-carbonyl)pyrrolidin-3-yl]-ethanesulfonamide